pentamethylcyclopentadienyl(1-phenethyl-benz[f]indenyl)hafnium CC1=C(C(=C(C1([Hf]C=1CC=2C=C3C(=CC2C1CCC1=CC=CC=C1)C=CC=C3)C)C)C)C